OC=1C=C(C=CC1)C1=CN=C2N1N=C(C=C2)C2=CC=C(C=C2)NC(C)=O N-[4-[3-(3-hydroxyphenyl)imidazo[1,2-b]pyridazin-6-yl]phenyl]acetamide